NC1=C(C(=NN1C[C@@H]1CN(CCC1)C(=O)OC(C)(C)C)C1=CC=C(C=C1)CNC(C1=C(C=CC=C1)OC)=O)C(N)=O tert-Butyl (3S)-3-[[5-amino-4-carbamoyl-3-[4-[[(2-methoxybenzoyl)amino]methyl]phenyl]pyrazol-1-yl]methyl]piperidine-1-carboxylate